N(=[N+]=[N-])C[C@H]1OC2=C(C1)C1=C(N=C(S1)C1=C3N=CC(=NC3=CC(=C1)C)OC)C=C2F (S)-7-(azidomethyl)-5-fluoro-2-(2-methoxy-7-methylquinoxalin-5-yl)-7,8-dihydrobenzofuro[5,4-d]thiazole